tert-Butyl 3-(4-fluoro-1-{[1-(2,2,2-trifluoroethyl)-1H-1,2,3-triazol-4-yl]methyl}-1H-indazol-3-yl)azetidine-1-carboxylate FC1=C2C(=NN(C2=CC=C1)CC=1N=NN(C1)CC(F)(F)F)C1CN(C1)C(=O)OC(C)(C)C